[Zn].CC1=C(N=CN1)C dimethyl-imidazole zinc salt